tert-butyl (2S,6S)-4-imidazo[1,5-a]pyridin-7-yl-2,6-dimethyl-piperazine-1-carboxylate C=1N=CN2C1C=C(C=C2)N2C[C@@H](N([C@H](C2)C)C(=O)OC(C)(C)C)C